NC1=CC=C(CC(C)C)C=C1 2-(4-aminobenzyl)propane